6-fluoro-5-(2-fluorophenoxy)-3-hydroxy-4H-benzo[e][1,2,4]thiadiazine 1,1-dioxide FC=1C=CC2=C(NC(=NS2(=O)=O)O)C1OC1=C(C=CC=C1)F